C(C)(C)(C)N1N=C(C=C1C)NC1=CC=C(C(=N1)C[C@@]1(C[C@H](N(CC1)CCC1=C(C(=CC=C1)Cl)F)C)C(=O)OC(C)(C)C)F tert-butyl (2R,4R)-4-((6-((1-(tert-butyl)-5-methyl-1H-pyrazol-3-yl) amino)-3-fluoropyridin-2-yl) methyl)-1-(3-chloro-2-fluorophenethyl)-2-methylpiperidine-4-carboxylate